CCN=[N+]=[N-] 2-ethylazide